1-[4-(2,3-Dimethylphenyl)piperazin-1-yl]-2-[(3bR,4aR)-3-(4-hydroxy-2,2-dimethylpiperidin-1-carbonyl)-3b,4,4a,5-tetrahydro-1H-cyclopropa[3,4]cyclopenta[1,2-c]pyrazol-1-yl]ethan-1-on CC1=C(C=CC=C1C)N1CCN(CC1)C(CN1N=C(C2=C1C[C@@H]1[C@H]2C1)C(=O)N1C(CC(CC1)O)(C)C)=O